C(CCCCCCCCCCCCC)=O tetradecan-1-al